C1(CC1)[C@]1(C[C@@H](C(NC1)=O)C1=CC=C(C=C1)OC)C1=CC=CC=C1 Cis-5-cyclopropyl-3-(4-methoxyphenyl)-5-phenylpiperidin-2-one